2-(1,1-dioxidothiomorpholino)acetic acid O=S1(CCN(CC1)CC(=O)O)=O